CN(C)C(CSS(=O)(=O)[O-])CSS(=O)(=O)[O-] The molecule is a doubly-charged S-alkyl thiosulfate anion obtained by deprotonation of both thiosulfate OH grous of thiosultap. It is a conjugate base of a thiosultap(1-).